C(CCCCCCC(=O)OC(CCCCCCCC)CCCCCCCC)(C(=O)OCC1=CC=CC=C1)C(=O)OCC1=CC=CC=C1 1,1-dibenzyl 7-(heptadecan-9-yl) heptane-1,1,7-tricarboxylate